ClC=1C=NN(C(C1Cl)=O)CC(=O)NC1=CC(=C(C=C1)C)S(=O)(=O)C(CC)CC 2-(4,5-dichloro-6-oxopyridazin-1(6H)-yl)-N-(4-methyl-3-(pentan-3-ylsulfonyl)phenyl)acetamide